5-fluoro-3-methoxy-1-(3-pyridyl)-4-trifluoromethylpyrazole FC1=C(C(=NN1C=1C=NC=CC1)OC)C(F)(F)F